3-allyl-2-[6-[5-[1-benzyloxy-1-(trifluoromethyl)pent-4-enyl]-1,3,4-oxadiazol-2-yl]-5-nitro-3-(trifluoromethyl)-2-pyridinyl]-1,2-thiazolidine 1,1-dioxide C(C=C)C1N(S(CC1)(=O)=O)C1=NC(=C(C=C1C(F)(F)F)[N+](=O)[O-])C=1OC(=NN1)C(CCC=C)(C(F)(F)F)OCC1=CC=CC=C1